FC1=CC=C(C=C1)C(CNC(=O)C1=NC(=C(C=C1N)C(F)(F)F)Br)N1CCOCC1 3-Amino-6-bromo-5-trifluoromethyl-pyridine-2-carboxylic acid [2-(4-fluoro-phenyl)-2-morpholin-4-yl-ethyl]-amide